C(CCCCCCCCC)OC(CCCCCCCCCCCCCCCCCCC)=O.FC1(CCN(CCC1)C1=NC2=CC(=CC=C2C=C1C(=O)NC1=C(C=CC(=C1)O)F)F)F 2-(4,4-difluoroazepan-1-yl)-7-fluoro-N-(2-fluoro-5-hydroxyphenyl)quinoline-3-carboxamide decyl-arachidate